7-chloro-1-[2-[4-(4-methylpiperazin-1-yl)phenyl]ethynyl]-2,6-naphthyridine ClC1=NC=C2C=CN=C(C2=C1)C#CC1=CC=C(C=C1)N1CCN(CC1)C